N-(4-(N-(2-((1H-pyrrolo[2,3-b]pyridin-5-yl)oxy)-5-fluoro-4-(2-(2-(2-isoPropylphenyl)pyrrolidin-1-yl)-7-azaspiro[3.5]nonan-7-yl)benzoyl)sulfamoyl)-2-nitrophenyl)piperidine N1C=CC=2C1=NC=C(C2)OC2=C(C(=O)NS(=O)(=O)C1=CC(=C(C=C1)N1CCCCC1)[N+](=O)[O-])C=C(C(=C2)N2CCC1(CC(C1)N1C(CCC1)C1=C(C=CC=C1)C(C)C)CC2)F